(R)-2-(((methylsulfonyl)oxy)methyl)morpholine-4-carboxylic acid tert-butyl ester C(C)(C)(C)OC(=O)N1C[C@@H](OCC1)COS(=O)(=O)C